3-((7-((2S,4R)-4-amino-2-phenylpiperidine-1-carbonyl)-7-azaspiro[4.5]dec-10-yl)methyl)-6-(trifluoromethyl)pyrimidin-4(3H)-one N[C@H]1C[C@H](N(CC1)C(=O)N1CC2(CCCC2)C(CC1)CN1C=NC(=CC1=O)C(F)(F)F)C1=CC=CC=C1